5-(8-fluoro-6-hydroxy-2-{2-methyl-3-[4-(propan-2-yl)phenyl]propyl}-1,2,3,4-tetrahydroisoquinolin-7-yl)-1λ6,2,5-thiadiazolidine-1,1,3-trione FC=1C(=C(C=C2CCN(CC12)CC(CC1=CC=C(C=C1)C(C)C)C)O)N1CC(NS1(=O)=O)=O